6-methyl-8-oxa-2-azaspiro[4.5]decane-2-carboxylate CC1C2(CCN(C2)C(=O)[O-])CCOC1